4-hydroxy-2-methyl-5-(4-methylthiophen-2-yl)pyridine-3-carboxamide OC1=C(C(=NC=C1C=1SC=C(C1)C)C)C(=O)N